ClC1COCC2=C1C=NC(=C2OC)F 4-chloro-7-fluoro-8-methoxy-1H,3H,4H-pyrano[4,3-c]pyridine